4-(2-chlorophenyl)tetrahydropyran ClC1=C(C=CC=C1)C1CCOCC1